ethyl-cyclopentadien C(C)C1=CC=CC1